tert-butyl 1-oxo-2,6-diazaspiro[4.5]decane-6-carboxylate O=C1NCCC12N(CCCC2)C(=O)OC(C)(C)C